4-chloro-6-(2,4-di-tert-butoxypyrimidin-5-yl)thieno[2,3-d]pyrimidine ClC=1C2=C(N=CN1)SC(=C2)C=2C(=NC(=NC2)OC(C)(C)C)OC(C)(C)C